1-(5-((2,3-difluoro-6-methoxybenzyl)oxy)-2-fluoro-4-methoxyphenyl)-1H-indole-3-carboxylic acid FC1=C(COC=2C(=CC(=C(C2)N2C=C(C3=CC=CC=C23)C(=O)O)F)OC)C(=CC=C1F)OC